CC=1N=C2N(CCCC2)C1C1CCN(CC1)C(=O)OC(C)(C)C tert-Butyl 4-(2-methyl-5,6,7,8-tetrahydroimidazo[1,2-a]pyridin-3-yl)piperidine-1-carboxylate